C(CCC)OC=1C=C(C=CC1)C(CN)C(=O)OC(C)(C)C 2-(3-butoxyphenyl)-(tert-butoxycarbonyl)ethylamine